C1(=CC=CC=C1)S(=O)(=O)O.FC1(CC(C1)NC1=NC=C(C(=N1)N1C=NC(=C1)C(=O)N)C)F 1-(2-((3,3-difluorocyclobutyl)amino)-5-methyl-pyrimidin-4-yl)-1H-imidazole-4-carboxamide benzenesulfonic acid salt